C=C(C)C1=C(C=C(C=C1O)\C=C\C1=CSC=C1)O (E)-2-(prop-1-en-2-yl)-5-(2-(thiophene-3-yl)vinyl)benzene-1,3-diol